(dimethylamino)propyltrimethoxysilane CN(C)CCC[Si](OC)(OC)OC